C[N+](C)(C)C1=CC=C(C=C1)[N+]#N The molecule is an aromatic diazonium ion consiting of a benzene core with diazonium and trimethylammonium groups para to one another. It is an aromatic diazonium ion and a quaternary ammonium ion.